2,3-dichloro-4,6-difluoroaniline ClC1=C(N)C(=CC(=C1Cl)F)F